CON1N=NC2=C(C1=O)C=CC=C2 3-methoxy-1,2,3-benzotriazin-4-one